2-(2-chlorophenyl)-5-(5-methoxy-2,3-dihydro-1H-inden-2-yl)-4,5,6,7-tetrahydro-3H-imidazo[4,5-c]pyridine ClC1=C(C=CC=C1)C1=NC2=C(CN(CC2)C2CC3=CC=C(C=C3C2)OC)N1